5-hydroxy-4,4-dimethylpyrrolidine-1,2-dicarboxylic acid di-tert-butyl ester C(C)(C)(C)OC(=O)N1C(CC(C1O)(C)C)C(=O)OC(C)(C)C